NC1=NC=CC(=C1)C=1N=C(C2=C(N1)C=NC=C2)NC(CCN(C)C)(C)C N3-(2-(2-aminopyridin-4-yl)pyrido[3,4-d]pyrimidin-4-yl)-N1,N1,3-trimethylbutane-1,3-diamine